N-(3-methylquinuclidin-3-yl)-4-phenylpiperazine-1-carboxamide CC1(CN2CCC1CC2)NC(=O)N2CCN(CC2)C2=CC=CC=C2